N2,N6-Bis-BOClysine C(=O)(OC(C)(C)C)N[C@@H](CCCCNC(=O)OC(C)(C)C)C(=O)O